OC[C@H](CN1C(CCC1)=O)NC(OC(C)(C)C)=O |o1:2| tert-butyl (S*)-(1-hydroxy-3-(2-oxopyrrolidin-1-yl)propan-2-yl)carbamate